C(C1=CC=CC=C1)(=S)O.C1(=CC=CC=C1)C(C)C 2-phenylpropane thiobenzoate